CC(C(=O)[O-])(CCC(=O)[O-])C 2,2-dimethyl-glutarate